2-{[4-(3-methoxyphenyl)piperidin-1-yl]methyl}-4-methyl-1,4-oxazepane COC=1C=C(C=CC1)C1CCN(CC1)CC1OCCCN(C1)C